OC[C@H](C1=CC=CC=C1)NC1=NC(=NC=C1C1=NC(=NO1)C12CCN(CC1)CC2)NC2=CC=C1C(NN(C1=C2)C)=O (S)-6-((4-((2-hydroxy-1-phenylethyl)amino)-5-(3-(quinuclidin-4-yl)-1,2,4-oxadiazol-5-yl)pyrimidin-2-yl)amino)-1-methyl-1,2-dihydro-3H-indazol-3-one